(3-(((1R,2R)-2-Hydroxycyclohexyl)methyl)-1,2,3-oxadiazol-3-ium-5-yl)((3-(2-(o-tolyl)acetamido)-5-(trifluoromethyl)phenyl)-carbamoyl)amide O[C@H]1[C@H](CCCC1)C[N+]1=NOC(=C1)[N-]C(NC1=CC(=CC(=C1)C(F)(F)F)NC(CC1=C(C=CC=C1)C)=O)=O